ClC=1C=C(C=C(C1)F)[C@H]1[C@@H](CN(CC1)C(=O)C=1C=2N(C=CC1)C=NC2)NC([C@@H](CCC(C)C)NC(OC(C)(C)C)=O)=O tert-butyl ((R)-1-(((3S,4S)-4-(3-chloro-5-fluorophenyl)-1-(imidazo[1,5-a]pyridine-8-carbonyl)piperidin-3-yl)amino)-5-methyl-1-oxohexan-2-yl)carbamate